OC1C(C=2CC3=CC(=CC=C3C2C=C1)O)=O 2,7-dihydroxy-9H-fluorenone